COC=1C(=CC=2N=CN=C(C2N1)OC1=C(C=C(C=C1)NC(=O)C1=CN(C=C(C1=O)C1=CC=C(C=C1)F)C(C)C)F)OC N-[4-(6,7-Dimethoxypyrido[3,2-d]pyrimidin-4-yl)oxy-3-fluorophenyl]-5-(4-fluorophenyl)-4-oxo-1-propan-2-ylpyridine-3-carboxamide